C(C)(C)[Si](N1C=C(C=C1)C=1C=C2CCN=CC2=CC1)(C(C)C)C(C)C 6-(1-(triisopropylsilyl)-1H-pyrrol-3-yl)-3,4-dihydroisoquinoline